C(C)(C)(C)NS(=O)(=O)C1=CC=C(C=C1)NC([C@H](CC1=CC=CC=C1)N1C(C2=CC=CC=C2C1)=O)=O (S)-N-(4-(N-tert-butylsulfamoyl)phenyl)-2-(1-oxoisoindolin-2-yl)-3-phenylpropanamide